N2-[(3R)-1-(6-fluoropyridazin-3-yl)pyrrolidin-3-yl]1,3,4-thiadiazole-2,5-diamine FC1=CC=C(N=N1)N1C[C@@H](CC1)NC=1SC(=NN1)N